C(CCC)S(=O)(=O)O n-butaneSulfonic acid